(4-Laurylamino-4-oxobutyl)dimethylammonium acetate C(C)(=O)[O-].C(CCCCCCCCCCC)NC(CCC[NH+](C)C)=O